dihexyl 1,2-cyclohexanedicarboxylate C1(C(CCCC1)C(=O)OCCCCCC)C(=O)OCCCCCC